N-((2-(6-(3-amino-3-methylazetidin-1-yl)pyridin-2-yl)-1,6-naphthyridin-7-yl)methyl)-4-methyl-3-(methylsulfonyl)benzamide NC1(CN(C1)C1=CC=CC(=N1)C1=NC2=CC(=NC=C2C=C1)CNC(C1=CC(=C(C=C1)C)S(=O)(=O)C)=O)C